S-ethyl-1-{[(4,5-dichloro-3-methyl-2-thienyl)carbonyl]amino}cyclopropanethiol C(C)SC1(CC1)NC(=O)C=1SC(=C(C1C)Cl)Cl